tert-butyl (1S,5R)-3-amino-9-azabicyclo[3.3.1]nonane-9-carboxylate NC1C[C@@H]2CCC[C@H](C1)N2C(=O)OC(C)(C)C